C(C)OC(=O)C=1C=NN(C1)CC1=CC=C(C=C1)OC (4-methoxybenzyl)-1H-pyrazole-4-carboxylic acid ethyl ester